O[C@@H]1C[C@H](N(C1)C(CC1=CC(=NO1)C)=O)C(=O)NCC=1C=NC(=CC1)C1=CC=CC=C1 (2S,4R)-4-hydroxy-1-(2-(3-methylisoxazol-5-yl)acetyl)-N-((6-phenylpyridin-3-yl)methyl)pyrrolidine-2-carboxamide